dec-9-en CCCCCCCCC=C